C(CC)N(CCC1=CNC2=CC=CC(=C12)O)CCC N,N-dipropyl-4-hydroxytryptamine